1,2,3,4-tetrahydroisoquinolin-7-ol C1NCCC2=CC=C(C=C12)O